(+/-)-N-(2-(6-hydroxy-1,2,3,4-tetrahydronaphthalen-2-yl)-5-methoxyphenyl)acetamide OC=1C=C2CC[C@H](CC2=CC1)C1=C(C=C(C=C1)OC)NC(C)=O |r|